{4-[(5-Bromo-thiophen-2-ylmethyl)-amino]-2-chlorophenyl}-carbamic acid ethyl ester C(C)OC(NC1=C(C=C(C=C1)NCC=1SC(=CC1)Br)Cl)=O